FC=1C(=NC=CC1)C=1OC2=C(C=C(C=C2C(C1C)=O)C)[C@@H](C)NC(OC(C)(C)C)=O tert-Butyl N-[(1R)-1-[2-(3-fluoro-2-pyridyl)-3,6-dimethyl-4-oxo-chromen-8-yl]ethyl]carbamate